FCCN1C(=NC=2C1=NC(=CC2)C=2C=CN1N=C(N=CC12)C1(CCC(CC1)N)N)C 1-(5-(3-(2-fluoroethyl)-2-methyl-3H-imidazo[4,5-b]pyridin-5-yl)pyrrolo[2,1-f][1,2,4]triazin-2-yl)cyclohexane-1,4-diamine